6-fluoro-4-(hydroxymethyl)-2,3-dihydrobenzofuran-7-carbonitrile FC1=C(C2=C(CCO2)C(=C1)CO)C#N